C(CCCCCCCC)C1=NC(=C2NC=NC2=N1)N nonyladenine